C(C)(C)(C)OC(=O)N1N=C(C2=CC=C(C=C12)[C@@H]1C[C@@]12C(N(C1=CC=C(C=C21)OC)C(=O)OC(C)(C)C)=O)NC2=NC(=CN=C2C)C Tert-butyl (1R,2S)-2-[1-(tert-butoxycarbonyl)-3-[(3,6-dimethylpyrazin-2-yl)amino] indazol-6-yl]-5'-methoxy-2'-oxospiro[cyclopropane-1,3'-indole]-1'-carboxylate